NC1=NC=NC(=C1C#N)N[C@@H](C)C1=C(NC2=C(C=CC=C2C1=O)Cl)C1=CC=CC=C1 (S)-4-amino-5-cyano-6-((1-(8-chloro-4-oxo-2-phenyl-1,4-dihydro-quinolin-3-yl)ethyl)amino)pyrimidine